tert-butyl (3R,6S)-6-((2-((2R,6S)-2,6-bis(3-methylpyridin-2-yl)piperidin-1-yl)ethylamino) methyl)tetrahydro-2H-pyran-3-ylcarbamate CC=1C(=NC=CC1)[C@@H]1N([C@@H](CCC1)C1=NC=CC=C1C)CCNC[C@@H]1CC[C@H](CO1)NC(OC(C)(C)C)=O